C1(=CC=CC=C1)C=1C=C(C=C(C1)C1=CC=CC=C1)O 3,5-diphenylphenol